O=C(CCCCCCC(=O)O)C=CCC=CCCCCC 8-oxo-9,12-octadecadienoic acid